(7,7-dimethyl-7H-benzo[c]fluoren-5-yl)boronic acid CC1(C=2C=CC=CC2C=2C3=C(C(=CC12)B(O)O)C=CC=C3)C